C(C1=CC=CC=C1)C(CNC(=O)N1CC(OCC1)C1=CC(=C(C=C1)F)F)CO N-(2-benzyl-3-hydroxypropyl)-2-(3,4-difluorophenyl)morpholine-4-carboxamide